FC(C1=NC=CC(=C1)C=1C=C2C=NC=NC2=C(C1)C=1C=C(C=CC1)NC(C=C)=O)(F)F N-(3-(6-(2-(trifluoromethyl)pyridin-4-yl)quinazolin-8-yl)phenyl)acrylamide